ClC=1C(=NC(=NC1)NC1=CC(=C(C=C1OC(C)C)C1CCN(CC1)CCCNC=1C=C2CN(CC2=CC1)C1C(NC(CC1)=O)=O)C)NC1=C(C=CC=C1)S(=O)(=O)C(C)C 5-((3-(4-(4-((5-chloro-4-((2-(isopropylsulfonyl)phenyl)amino)pyrimidin-2-yl)amino)-5-isopropoxy-2-methylphenyl)piperidin-1-yl)propyl)amino)-2-(2,6-dioxopiperidin-3-yl)isoindoline